(1S,2S)-N-methoxy-N-methyl-2-(4-methylpyrimidin-2-yl)cyclopropane-1-carboxamide CON(C(=O)[C@@H]1[C@H](C1)C1=NC=CC(=N1)C)C